4-bromo-6-(2-hydroxy-2-methylpropylsulfamoyl)pyrazolo[1,5-a]pyridine-3-carbonitrile BrC=1C=2N(C=C(C1)S(NCC(C)(C)O)(=O)=O)N=CC2C#N